COCCOCCN1CCN(CC1)C=O (4-(2-(2-methoxyethoxy)ethyl)piperazin-1-yl)methanone